allylthiadiazole C(C=C)C=1N=NSC1